N1(CCC2=CC=CC=C12)C(=O)N1CCC2(CC(OC2=O)=O)CC1 8-(indoline-1-carbonyl)-2-oxa-8-azaspiro[4.5]decane-1,3-dione